Hydroxyethyl methacrylate (Hydroxyethyl methacrylate) OCCC=C(C(=O)O)C.C(C(=C)C)(=O)OCCO